1,4-bis(3-(2-(2-ethoxyethoxy)ethoxy)prop-1-en-2-yl)benzene C(C)OCCOCCOCC(=C)C1=CC=C(C=C1)C(=C)COCCOCCOCC